Ethyl-[(3-methoxyphenyl)thio]carbamic acid C(C)N(C(O)=O)SC1=CC(=CC=C1)OC